4-(7-fluoro-imidazo[1,2-a]pyridin-3-yl)-7-((5-(4-hydroxy-4-((4-methylpiperazin-1-yl)methyl)piperidin-1-yl)pyridin-2-yl)amino)isoindolin-1-one FC1=CC=2N(C=C1)C(=CN2)C2=C1CNC(C1=C(C=C2)NC2=NC=C(C=C2)N2CCC(CC2)(CN2CCN(CC2)C)O)=O